(S)-5-bromo-2-(4,4-difluoroazepan-1-yl)-4-methyl-N-(3-(S-methylsulfonimidoyl)phenyl)nicotinamide BrC=1C=NC(=C(C(=O)NC2=CC(=CC=C2)[S@](=O)(=N)C)C1C)N1CCC(CCC1)(F)F